6-Chloro-1,3-dimethyl-pyrazolo[4,3-c]pyridine ClC1=CC2=C(C=N1)C(=NN2C)C